FC(S(=O)(=O)O)(F)F.C(CCC)C=1NC=CN1 butyl-imidazole trifluoromethanesulfonate